[Si](C)(C)(C(C)(C)C)OCC1(CC1)CN1CCOCC1 4-((1-(((tert-butyldimethylsilyl)oxy)methyl)cyclopropyl)methyl)morpholine